N-(2-(4,4-difluoropiperidin-1-yl)-6-methylpyrimidin-4-yl)-4-((1-hydroxy-2-methylpropan-2-yl)sulfonyl)-2-(6-azaspiro[2.5]oct-6-yl)benzamide FC1(CCN(CC1)C1=NC(=CC(=N1)NC(C1=C(C=C(C=C1)S(=O)(=O)C(CO)(C)C)N1CCC2(CC2)CC1)=O)C)F